O=C1N[C@H]([C@@H]2CC[C@H]1N2)C(=O)OCC (1S,2R,5R)-ethyl 4-oxo-3,8-diaza-bicyclo[3.2.1]octane-2-carboxylate